tributoxy(ethyl)silane tert-butyl-((1r,4r)-4-(2-oxoethyl)cyclohexyl)carbamate C(C)(C)(C)N(C(O)=O)C1CCC(CC1)CC=O.C(CCC)O[Si](CC)(OCCCC)OCCCC